P(=O)(O)(O)C=1C(=NC2=CC=CC=C2C1)N=NC1=NC2=CC=CC=C2C=C1 phosphono-azoquinoline